C(C)(C)(C)OC(=O)NN[C@H](C)C1=C(C(=C(C(=C1)Cl)F)[C@@H]1CNC(C1)=O)OCC.C(=C)[Si]1(O[Si](O[Si](O1)(C)C=C)(C)C=C)C trivinyl-trimethylcyclotrisiloxane tert-butyl-2-((R)-1-(5-chloro-2-ethoxy-4-fluoro-3-((R)-5-oxopyrrolidin-3-yl)phenyl)ethyl)hydrazinecarboxylate